C(C)(C)(C)OC(=O)N1CCN(CC1)CCNCCCCCC.O=C1NC(CCC1N1C(C2=C(C=C(C(=C2C1=O)F)N1C(C(NC(C1([2H])[2H])([2H])[2H])([2H])[2H])([2H])[2H])F)=O)=O 2-(2,6-dioxopiperidin-3-yl)-4,7-difluoro-5-(piperazin-1-yl-2,2,3,3,5,5,6,6-d8)isoindoline-1,3-dione tert-Butyl-4-(2-(hexylamino)ethyl)piperazine-1-carboxylate